6-((1R,2R,4S)-2-amino-7-azabicyclo[2.2.1]heptan-7-yl)-3-(7-chloro-2-methylbenzo[d]thiazol-6-yl)-5-methyl-1,5-dihydro-4H-pyrazolo[3,4-d]pyrimidin-4-one N[C@H]1[C@H]2CC[C@@H](C1)N2C=2N(C(C1=C(N2)NN=C1C1=C(C2=C(N=C(S2)C)C=C1)Cl)=O)C